2-(2'-Hydroxyphenyl)-4,6-bis(4-phenylphenyl)-triazin OC1=C(C=CC=C1)N1NC(=CC(=N1)C1=CC=C(C=C1)C1=CC=CC=C1)C1=CC=C(C=C1)C1=CC=CC=C1